N-(2-aminoethyl)-3-aminopropyltri-n-propoxysilane NCCNCCC[Si](OCCC)(OCCC)OCCC